3-Hydroxy-4-(3',4'-dihydroxycinnamoyl)-cinnamic acid OC=1C=C(C=CC(=O)O)C=CC1C(C=CC1=CC(=C(C=C1)O)O)=O